COCCC1CCC(CC1)OC[C@H]1[C@H](CCC2=CC=C(C(N12)=O)C)NS(=O)(=O)C |r| rac-N-[(3S,4R)-4-({[(1s,4S)-4-(2-methoxyethyl)cyclohexyl]oxy}methyl)-7-methyl-6-oxo-1,3,4,6-tetrahydro-2H-quinolizin-3-yl]methanesulfonamide